(1R-3S)-3-(5-amino-1-(tert-butyl)-1H-pyrazol-3-yl)cyclopentyl isopropylcarbamate C(C)(C)NC(O[C@H]1C[C@H](CC1)C1=NN(C(=C1)N)C(C)(C)C)=O